N-(2-cyclopropyloxy-4-fluorophenyl)acetamide C1(CC1)OC1=C(C=CC(=C1)F)NC(C)=O